(S)-3-(3-bromo-4-hydroxy-5-iodophenyl)-2-((tert-butoxycarbonyl)amino)propionic acid methyl ester COC([C@H](CC1=CC(=C(C(=C1)I)O)Br)NC(=O)OC(C)(C)C)=O